Cl.C(C1=CC=CC=C1)OC=1C=C2CCNCC2=CN1 6-benzyloxy-1,2,3,4-tetrahydro-2,7-naphthyridine hydrochloride